S-carboxyethylisothiourea C(=O)(O)CCSC(N)=N